[5-(difluoromethyl)oxadiazol-2-yl]-3-ethyl-benzimidazol-2-one FC(C1=CNN(O1)C1=CC=CC=2NC(N(C21)CC)=O)F